ClC1=CN=NC2=CC(=C(C=C12)OC)OC 4-chloro-6,7-dimethoxycinnoline